5-(aminomethyl)-4,6-dimethylpyridin-2-amine dihydrochloride Cl.Cl.NCC=1C(=CC(=NC1C)N)C